5-(2,2-Dimethoxyethoxy)-2-(2,6-dioxo-3-piperidyl)isoindoline-1,3-dione COC(COC=1C=C2C(N(C(C2=CC1)=O)C1C(NC(CC1)=O)=O)=O)OC